F[P-](F)(F)(F)(F)F.N1(N=NC2=C1C=CC=C2)OC(=[N+](C)C)N(C)C 2-(1H-benzotriazol-1-yl)-1,1,3,3-tetramethyluronium hexafluoro-phosphate